ClC1=NC(=C2C(=N1)N(N=C2)[C@H]2[C@@H]([C@@H]([C@H](O2)CN(S(=O)(=O)CP(O)(O)=O)C)O)O)NC2CCCC2 ((N-(((2R,3S,4R,5R)-5-(6-chloro-4-(cyclopentylamino)-1H-pyrazolo[3,4-d]pyrimidin-1-yl)-3,4-dihydroxytetrahydrofuran-2-yl)methyl)-N-methylsulfamoyl)methyl)phosphonic acid